FC1=CC=C(C(=N1)C)[C@@H](C=1N=NN(C1)C1(CC1)C=1OC(=NN1)C)NC=1C=C2C(=C(C=NC2=C(C1)C#N)C#N)NCC(C)(C)C (S)-6-(((6-fluoro-2-methylpyridin-3-yl)(1-(1-(5-methyl-1,3,4-oxadiazol-2-yl)cyclopropyl)-1H-1,2,3-triazol-4-yl)methyl)amino)-4-(neopentylamino)quinoline-3,8-dicarbonitrile